BrC1=CC=CC(=N1)NC(=O)[C@H]1NC[C@](C1)(C)F (2S,4R)-N-(6-bromopyridin-2-yl)-4-fluoro-4-methylpyrrolidine-2-carboxamide